S-(3-((tert-butyldiphenylsilyl)oxy)-2-(pyrimidin-2-yl)propyl) ethanethioate C(C)(SCC(CO[Si](C1=CC=CC=C1)(C1=CC=CC=C1)C(C)(C)C)C1=NC=CC=N1)=O